ethyl 1-(4-methoxyphenyl)-7-oxo-6-(4-(2-oxopiperidin-1-yl)phenyl)-4,5,6,7-tetrahydro-1H-pyrazolo[3,4-c]pyridine-3-carboxylate COC1=CC=C(C=C1)N1N=C(C2=C1C(N(CC2)C2=CC=C(C=C2)N2C(CCCC2)=O)=O)C(=O)OCC